2-(5-amino-2,4-dimethyl-phenyl)-2-azaspiro[4.5]decan-1-one NC=1C(=CC(=C(C1)N1C(C2(CC1)CCCCC2)=O)C)C